Allyl (6aS)-2,6-dimethoxy-3-((3-(2-methoxy-2-oxoethyl)benzyl)oxy)-8-(4-(N-methylsulfamoyl)phenyl)-12-oxo-6,6a,7,10-tetrahydrobenzo[e]pyrido-[1,2-a][1,4]diazepine-5(12H)-carboxylate COC1=CC2=C(N(C([C@H]3N(C2=O)CC=C(C3)C3=CC=C(C=C3)S(NC)(=O)=O)OC)C(=O)OCC=C)C=C1OCC1=CC(=CC=C1)CC(=O)OC